C1=CC=CC=2C3=CC=CC=C3C(C12)COC(=O)N[C@H](C(=O)OCC=C)CCNC(=O)OC1=CC=C(C=C1)[N+](=O)[O-] prop-2-en-1-yl (2S)-2-({[(9H-fluoren-9-yl)methoxy]carbonyl}amino)-4-{[(4-nitrophenoxy)carbonyl]amino}butanoate